FC1=CC=C(C=C1)C=1C=C2C(=NC=NC2=C(C1)S(=O)(=O)N1CCOCC1)N[C@H](C)C=1N=NC(=CC1)C (R)-6-(4-fluorophenyl)-N-(1-(6-methylpyridazin-3-yl)ethyl)-8-(morpholinosulfonyl)quinazolin-4-amine